FC=1C(=NC=CC1)C(=O)N Fluoro-picolinamide